3-(2-methylpyrimidin-5-yl)-urea CC1=NC=C(C=N1)NC(N)=O